3,4-dibenzyloxy-5-((benzyloxy)methyl)tetrahydrofuran-2-nitrile C(C1=CC=CC=C1)OC1C(OC(C1OCC1=CC=CC=C1)COCC1=CC=CC=C1)C#N